di(para-triethylsilyl-phenyl)methylene(2,7-dimethylfluorenyl)(cyclopentadienyl)hafnium C(C)[Si](C1=CC=C(C=C1)C(=[Hf](C1C=CC=C1)C1=C(C=CC=2C3=CC=C(C=C3CC12)C)C)C1=CC=C(C=C1)[Si](CC)(CC)CC)(CC)CC